1-(4-Methoxybenzyl)-5-(methylsulfonyl)-1H-pyrazolo[3,4-b]pyridine COC1=CC=C(CN2N=CC=3C2=NC=C(C3)S(=O)(=O)C)C=C1